C1(CC1)C1=NC2=CC(=C(C=C2C=C1)C1=CN=C(O1)[C@H](CCCCCC(CC)=O)NC(=O)[C@H]1CC12CCN(CC2)C)F (S)-N-((S)-1-(5-(2-cyclopropyl-7-fluoroquinolin-6-yl)oxazol-2-yl)-7-oxononyl)-6-methyl-6-azaspiro[2.5]octane-1-carboxamide